2,7-dibromofluoren-9-one BrC1=CC=2C(C3=CC(=CC=C3C2C=C1)Br)=O